1-benzhydryl-3-hydroxy-3-aminomethylazetidine C(C1=CC=CC=C1)(C1=CC=CC=C1)N1CC(C1)(CN)O